FC1=CC=CC(=N1)S(=O)(=O)Cl 6-fluoropyridin-2-sulfonyl chloride